C(=O)(O)C(CCCCNC(=O)NC1=CC(=CC=C1)OCC#C)NC(=O)N[C@@H](CCC(=O)O)C(=O)O ((1-carboxy-5-(3-(3-(prop-2-yn-1-yloxy)phenyl)ureido)pentyl)carbamoyl)glutamic acid